ClC=1N=C(C2=C(N1)N=C(S2)SC)Cl 5,7-dichloro-2-(methylthio)-[1,3]thiazolo[4,5-d]pyrimidine